N'-(7-{[1-(2,4-difluorophenyl)-1H-pyrazol-4-yl]methyl}-5-[2-(trifluoromethyl)pyrimidin-5-yl]-7H-pyrrolo[2,3-d]pyrimidin-4-yl)-N,N-dimethyl-formimidamide FC1=C(C=CC(=C1)F)N1N=CC(=C1)CN1C=C(C2=C1N=CN=C2N=CN(C)C)C=2C=NC(=NC2)C(F)(F)F